6-methyl-N-(1-methyl-1H-tetrazol-5-yl)-4-(trifluoromethyl)pyridin-2-amine CC1=CC(=CC(=N1)NC1=NN=NN1C)C(F)(F)F